FC(C(=O)O)(F)F.FC1=C(C=C(C=C1)C1=NC=CC=C1C=1C=C2C=NN(C2=CC1)C(=O)OC[C@H](CC1=CNC2=CC=CC=C12)N)C (S)-2-Amino-3-(1H-indol-3-yl)propyl 5-(2-(4-fluoro-3-methylphenyl)pyridin-3-yl)-1H-indazole-1-carboxylate trifluoroacetic acid salt